2-(ethylthio)ethan-1-ol C(C)SCCO